O(C#N)C1=CC=C(C=C1)C12CC3(CC(CC(C1)(C3)C)(C2)C)C2=CC=C(C=C2)OC#N 1,3-bis(4-cyanatophenyl)-5,7-dimethyladamantane